1-(5-[(5-chlorothiophen-2-yl)methyl]amino-3-(4-methylpiperidin-4-yl)-1H-pyrazol-1-yl)-3-methoxy-2,2-dimethylpropan-1-one ClC1=CC=C(S1)CNC1=CC(=NN1C(C(COC)(C)C)=O)C1(CCNCC1)C